C(#N)C1=C(C=CC=C1)C=1C(=CC=CC1)C1=CC=CC=C1 Cyano-Terphenyl